[Cl-].[Mg+2].[Cl-] Magnesium chloride